[8-(hydroxymethyl)-1,4-dioxaspiro[4.5]decan-8-yl]methanol OCC1(CCC2(OCCO2)CC1)CO